1-pentyl-1-ethylpiperidinium cyanide [C-]#N.C(CCCC)[N+]1(CCCCC1)CC